(dimethylacrylamide) ethyl-methacrylate C(C)OC(C(=C)C)=O.CC(=CC(=O)N)C